4-(4-glycidylpiperazino)-(N,N-diglycidyl)aniline tert-butyl-3-methoxy-4-(4-(trifluoromethyl)styryl)pyrrolidine-1-carboxylate C(C)(C)(C)OC(=O)N1CC(C(C1)C=CC1=CC=C(C=C1)C(F)(F)F)OC.C(C1CO1)N1CCN(CC1)C1=CC=C(N(CC2CO2)CC2CO2)C=C1